C[NH+]1[C@H](CCC1)CN(S(N)(=O)=O)C=1C=NN(C1)C (2R)-1-methyl-2-{[(1-methyl-1H-pyrazol-4-yl)(sulfamoyl)amino]methyl}pyrrolidin-1-ium